NC(CCO)C1=CN=C(C2=CC=CC=C12)OC 3-Amino-3-(1-methoxyisoquinolin-4-yl)propan-1-ol